(4Z)-4-(1,3-Benzothiazol-6-ylmethylene)-2-[[(1R)-1-(cyclopropylmethyl)-2-hydroxy-ethyl]amino]-1H-imidazol-5-one S1C=NC2=C1C=C(C=C2)\C=C\2/N=C(NC2=O)N[C@@H](CO)CC2CC2